OC1=CC=C(C2=CC=CC=C12)S[O+]1CCCCC1 1-(4-hydroxynaphthalene-1-yl)hexahydrothiopyrylium